N-(3-chloro-4-methoxyphenyl)-2-[2-(trifluoromethyl)-1H-benzimidazol-1-yl]pyrimidin-4-amine ClC=1C=C(C=CC1OC)NC1=NC(=NC=C1)N1C(=NC2=C1C=CC=C2)C(F)(F)F